BrC=1C=C(NC1)CN[C@H](CO[Si](C)(C)C(C)(C)C)C1=CC(=CC=C1)Cl (S)-N-((4-bromo-1H-pyrrol-2-yl)methyl)-2-((tert-butyldimethylsilyl)oxy)-1-(3-chlorophenyl)ethanamine